ClCOC=1C(C=NNC(=S)N)=CC=CC1 chloromethyl-salicylaldehyde thiosemicarbazone